4-[(1-N-benzimidazol-2-ylmethyl-(R)-5,6,7,8-tetrahydro-quinolin-8-yl-amino)-butyl]-3,5-dichloro-isonicotinamide N1=C(NC2=C1C=CC=C2)CN2CC=CC=1CCC[C@H](C21)NCCCCC2(C(=O)N)C(C=NC=C2Cl)Cl